ethyl 4-(2-furyl)-2-(2-methoxyethylamino)-6-methylsulfanyl-pyrimidine-5-carboxylate O1C(=CC=C1)C1=NC(=NC(=C1C(=O)OCC)SC)NCCOC